CC=1C=CC=2C=3C=CC=C4C=CC=C(C5=CC(=CC1C52)C)C43 3,5-dimethyl-perylene